5-(bromomethyl)pyrazine-2-carboxylic acid ethyl ester C(C)OC(=O)C1=NC=C(N=C1)CBr